ClC=1C=NC(=NC1)C=1CCN(CC1)C=1N=C(C2=C(N1)CCCS2(=O)=O)NC2=CC(=C(C=C2)C2(CCC2)C(=O)OC)F methyl 1-(4-((2-(4-(5-chloropyrimidin-2-yl)-3,6-dihydropyridin-1(2H)-yl)-5,5-dioxo-7,8-dihydro-6H-thiopyrano[3,2-d]pyrimidin-4-yl)amino)-2-fluorophenyl)cyclobutane-1-carboxylate